C(C)(C)(C)OC(=O)N[C@@H]1CN(CCC1)C1=CC(=NC=C1C=1C=NN(C1)C1CCOCC1)NC1=NC(=C(C(=O)O)C=C1)C1=C(C=CC=C1OC)F 6-((4-((S)-3-((tert-Butoxycarbonyl)amino)piperidin-1-yl)-5-(1-(tetrahydro-2H-pyran-4-yl)-1H-pyrazol-4-yl)pyridin-2-yl)amino)-2-(2-fluoro-6-methoxyphenyl)nicotinic acid